4-chloro-5-(2-chloro-5-fluorophenyl)-2-methoxy-6-[(4-methoxyphenyl)methyl]-5H,6H,7H-pyrrolo[3,4-b]Pyridin-7-one ClC1=C2C(=NC(=C1)OC)C(N(C2C2=C(C=CC(=C2)F)Cl)CC2=CC=C(C=C2)OC)=O